(1aR,5aR)-2-(2,4-Difluoro-phenyl)-1a,2,5,5a-tetrahydro-1H-2,3-diaza-cyclopropa[a]pentalene-4-carboxylic acid [1-(6-hydroxy-pyridin-3-yl)-1-methyl-ethyl]-amide OC1=CC=C(C=N1)C(C)(C)NC(=O)C=1C=2C[C@@H]3[C@H](C2N(N1)C1=C(C=C(C=C1)F)F)C3